(4-(1-(tert-butyl)-1H-1,2,4-triazol-3-yl)-3-methoxyphenyl)(4-(5-chlorooxazolo[4,5-b]pyridin-2-yl)piperazin-1-yl)methanone C(C)(C)(C)N1N=C(N=C1)C1=C(C=C(C=C1)C(=O)N1CCN(CC1)C=1OC=2C(=NC(=CC2)Cl)N1)OC